BrC1=CNC2=C1C=NC(=C2)C(F)(F)F 3-bromo-6-(trifluoromethyl)-1H-pyrrolo[3,2-c]pyridine